ClC1=NC(=C(C=2N=CN=CC21)F)Cl 5,7-dichloro-8-fluoropyrido[4,3-d]pyrimidine